BrC=1C(=C(C(NC1CC)=O)C#N)CC 5-bromo-4,6-diethyl-2-oxo-1,2-dihydropyridine-3-carbonitrile